platinum(II) bromide [Pt](Br)Br